tert-butyl 3-[3-(2-pyridylsulfonyl)-1-bicyclo[1.1.1]pentanyl]azetidine-1-carboxylate N1=C(C=CC=C1)S(=O)(=O)C12CC(C1)(C2)C2CN(C2)C(=O)OC(C)(C)C